C1=CC(=CC=C1N)SC2=CC=C(C=C2)N 4,4'-diaminodiphenyl Sulfide